C(C)(=O)O[C@H]1[C@@H](O[C@@H]([C@H]([C@@H]1OC(C)=O)OC(C)=O)C(=O)OC)OC1=C(C=CC2=C1C[C@H]1CCCN([C@@H]1C2)CCC)O (2S,3R,4S,5S,6S)-2-(((4aR,10aR)-7-hydroxy-1-propyl-1,2,3,4,4a,5,10,10a-octahydrobenzo[g]quinolin-6-yl)oxy)-6-(methoxycarbonyl)tetrahydro-2H-pyran-3,4,5-triyl triacetate